OCCNC(C(C(C)C)(C)C(C)C)=O N-(2-hydroxyethyl)-2-isopropyl-2,3-dimethylbutyramide